N-(beta-cyanoethyl)caprolactam C(#N)CCN1C(CCCCC1)=O